Cl.Cl.CC=1N=C2N(N=C(C=C2C)C2=CC(=C3C=C(N=NC3=C2)C2CCNCC2)F)C1 7-(2,8-Dimethylimidazo[1,2-b]pyridazin-6-yl)-5-fluoro-3-(4-piperidinyl)cinnoline dihydrochloride